N1(CCCCC1)C(=O)OOC1=CN=C(C2=CC=C(C=C12)Br)C(C)(C)C tert-butyl-((6-bromoisoquinolin-4-yl) oxy) piperidine-1-carboxylate